FC1=CC=C(C=C1)C1=C(N(C=N1)C)C=1NC(=CN1)C(=O)NC1=C(C=C(C=C1)N1CCN(CC1)CCO)OC 5'-(4-fluorophenyl)-N-(4-(4-(2-hydroxyethyl)piperazin-1-yl)-2-methoxyphenyl)-3'-methyl-1H,3'H-[2,4'-biimidazole]-5-carboxamide